FC=1C=C(CN2N=C(C3=CC=CC=C23)C=CC2=NC=CC=C2)C=CC1 (3-fluorobenzyl)-3-(2-(pyridin-2-yl)vinyl)-1H-indazole